N-(4-(2-methoxyethoxy)-2-(4-methyl-1H-imidazol-1-yl)quinolin-6-yl)oxetan-3-carboxamide COCCOC1=CC(=NC2=CC=C(C=C12)NC(=O)C1COC1)N1C=NC(=C1)C